CN1C=NC2=NC=NC2=C1N N1-Methyladenin